C(S)(S)S Methanetrithiol